(3aS,4S,5S,6aR)-5-(2-fluorophenoxy)-2-((R)-2-hydroxy-2-(1-tosyl-1H-pyrrolo[2,3-c]pyridin-5-yl)ethyl)hexahydrocyclopenta[c]pyrrole FC1=C(OC2C[C@H]3[C@H](CN(C3)C[C@H](C=3C=C4C(=CN3)N(C=C4)S(=O)(=O)C4=CC=C(C)C=C4)O)C2)C=CC=C1